7-((1H-imidazol-1-yl)methyl)-2-(2-cyclopropyl-6,7-dimethoxyquinazolin-4-yl)-5-(1-methyl-3-(trifluoromethyl)-1H-pyrazol-4-yl)-3,4-dihydroisoquinolin-1(2H)-one N1(C=NC=C1)CC1=CC(=C2CCN(C(C2=C1)=O)C1=NC(=NC2=CC(=C(C=C12)OC)OC)C1CC1)C=1C(=NN(C1)C)C(F)(F)F